ClC=1C=NC(=C(C(=O)NC2CCC(CC2)CN2C(N(C3=C2C=CC=C3)C3=CNC(C=C3)=O)=O)C1)C 5-chloro-2-methyl-N-((1r,4r)-4-((2-oxo-3-(6-oxo-1,6-dihydropyridin-3-yl)-2,3-dihydro-1H-benzo[d]imidazol-1-yl)methyl)cyclohexyl)nicotinamide